tert-butyl (4-mercaptobutyl)carbamate SCCCCNC(OC(C)(C)C)=O